CO[C@]1(C2=CC=C3[C@]4(CC[C@]5(CC[C@](C[C@H]5[C@@]4(CC[C@]3(C2=CC(C1=O)=O)C)C)(C(=O)N(C)C)C)C)C)C (2R,4aS,6aS,9S,12bR,14aS,14bR)-9-methoxy-N,N,2,4a,6a,9,12b,14a-octamethyl-10,11-dioxo-1,2,3,4,4a,5,6,6a,9,10,11,12b,13,14,14a,14b-hexadecahydropicene-2-carboxamide